BOC-alpha-phosphonoglycine trimethyl ester CC(C)(C)OC(=O)NC(C(=O)OC)P(=O)(OC)OC